ClC=1C=C(C(=O)N[C@H]2CC23CCN(CC3)C(=O)OCC3=CC=CC=C3)C=C(C1)Cl benzyl (S)-1-(3,5-dichlorobenzamido)-6-azaspiro[2.5]octane-6-carboxylate